C(C(C)C)C1=C(N)C(=CC=C1)CC(C)C 2,6-diisobutylaniline